FC(C(C)(O)C=1SC=C(N1)N1C(N(C(C=2NC=NC12)=O)C)=O)(F)F (2-(1,1,1-trifluoro-2-hydroxypropan-2-yl)thiazol-4-yl)-methyl-1H-purine-2,6(3H,7H)-dione